5,5-Diphenyl-pentanoic acid C1(=CC=CC=C1)C(CCCC(=O)O)C1=CC=CC=C1